C(C=C)(=O)N1C[C@H]2C=3C(=NN(C3CCN2C(=O)OC(C)(C)C)C2=C(C=C(C=C2)C2CCC2)O)OCC1 |r| tert-butyl (rac)-7-acryloyl-2-(4-cyclobutyl-2-hydroxyphenyl)-2,3,4,5a,6,7,8,9-octahydro-5H-10-oxa-1,2,5,7-tetraazacycloocta[cd]indene-5-carboxylate